2-(2'-hydroxy-5'-methacryloyloxyphenyl)-2H-benzotriazole OC1=C(C=C(C=C1)OC(C(=C)C)=O)N1N=C2C(=N1)C=CC=C2